CC(C[C@H]1[C@@H](C[C@H]2N(CCC3=CC(=C(C=C23)OC)OCC2(CCC2)F)C1)O)(C)C (2R,3R,11bR)-3-(2,2-dimethylpropyl)-9-[(fluorocyclobutyl)methoxy]-10-methoxy-1H,2H,3H,4H,6H,7H,11bH-pyrido[2,1-a]isoquinolin-2-ol